[Pb+2].CC=1C=C(C=C(C1)C)C1=C2C=C(C(C2=C(C=2CCCC12)C1=CC(=CC(=C1)C)C)[Si](C)(C)C1C(=CC2=C(C(=C(C=C12)C(C)(C)C)OC)C1=CC(=CC(=C1)C(C)(C)C)C(C)(C)C)C)C [4,8-Bis(3,5-dimethylphenyl)-2-methyl-1,5,6,7-tetrahydro-s-indacen-1-yl][6-tert-butyl-4-(3,5-di-tert-butylphenyl)-5-methoxy-2-methyl-1H-inden-1-yl]dimethylsilane Lead (ii)